ferricyanide [Fe-3](C#N)(C#N)(C#N)(C#N)(C#N)C#N